C[N+]1=C(SC=C1)C1=CC=CC=C1 methylphenylthiazolium